2'-bromo-6-chloro-5'-(3-chlorophenyl)-3'-isopropyl-3'H-spiro[indoline-3,4'-pyrrolo[3,4-d]imidazole]-2,6'(5'H)-dione BrC=1N(C2=C(N1)C(N(C21C(NC2=CC(=CC=C21)Cl)=O)C2=CC(=CC=C2)Cl)=O)C(C)C